C(#N)C(CCC(C(=O)OC)(C(=O)OC)F)C dimethyl 2-(3-cyanobutyl)-2-fluoromalonate